6-[3-[1-[[8-chloro-6-(trifluoromethyl)quinazolin-4-yl]-methyl-amino]ethyl]pyrazin-2-yl]-2-methyl-pyridazin-3-one ClC=1C=C(C=C2C(=NC=NC12)N(C(C)C=1C(=NC=CN1)C=1C=CC(N(N1)C)=O)C)C(F)(F)F